Cl.FC(C=1C=CC(=NC1)C1NCCOC1)(F)F 3-(5-(trifluoromethyl)pyridin-2-yl)morpholine hydrochloride